4-(5-(methylsulfonyl)-1,3,4-oxadiazol-2-yl)aniline CS(=O)(=O)C1=NN=C(O1)C1=CC=C(N)C=C1